bis(2,4-pentanedionyl)titanium (IV) oxide [O-2].C(C(CC(C)=O)=O)[Ti+2]CC(CC(C)=O)=O